tert-butyl 4-((cyclopropylamino)methyl)-1H-pyrazole-1-carboxylate C1(CC1)NCC=1C=NN(C1)C(=O)OC(C)(C)C